OC1(C(C=CC=C1)O)C 2-hydroxy-2-methylphenol